6-(2-chlorophenyl)-5-ethenyl-2-{[3-(hydroxymethyl)phenyl]amino}-8-methylpyrido[2,3-d]pyrimidin-7-one ClC1=C(C=CC=C1)C1=C(C2=C(N=C(N=C2)NC2=CC(=CC=C2)CO)N(C1=O)C)C=C